1-(4-(5-amino-2-chlorobenzyl)piperazin-1-yl)-2-(4-phenethylpiperazin-1-yl)ethan-1-one hydrochloride Cl.NC=1C=CC(=C(CN2CCN(CC2)C(CN2CCN(CC2)CCC2=CC=CC=C2)=O)C1)Cl